FC1=C(C=C(C(=C1)C(=O)OC)N1CCOCC1)C1=CC=CC=2CN(COC21)C(=O)OC(C)(C)C tert-butyl 8-(2-fluoro-4-methoxycarbonyl-5-morpholin-4-ylphenyl)-2,4-dihydro-1,3-benzoxazine-3-carboxylate